BrC=1C=2[C@@H]3N(N4C(C2C=C(C1O)OC)=CC(C(=C4)C(=O)OCC)=O)C(CC3)(C)C ethyl (R)-13-bromo-12-hydroxy-11-methoxy-3,3-dimethyl-8-oxo-2,3,8,13b-tetrahydro-1H-pyrido[2,1-a]pyrrolo[1,2-c]phthalazine-7-carboxylate